(4-(oxetan-3-yl)piperazin-1-yl)pent-2-enenitrile O1CC(C1)N1CCN(CC1)C(C#N)=CCC